3-methyl-2-butenyl ether CC(=CCOCC=C(C)C)C